CC=1OC(=CC1C(=O)NC1=NC(=NS1)CC(C)=NOC)C1=CC(=CC=C1)C(F)(F)F 2-Methyl-5-(3-(trifluoromethyl)phenyl)-N-(3-(2-(methoxyimino)propyl)-1,2,4-thiadiazole-5-yl)furan-3-carboxamide